5,5'-diiodo-3,3'-dinitro-2,2'-dibromobiphenyl IC=1C=C(C(=C(C1)C1=C(C(=CC(=C1)I)[N+](=O)[O-])Br)Br)[N+](=O)[O-]